benzo[a]cyclopenta[3,4]cyclobuta[1,2-c]cycloheptene C1=CC=CC2=C1C=1C(=CC=C2)C=2C1C=CC2